1-naphthylammonium cesium lead chloride bromide [Pb](Br)Cl.[Cs+].C1(=CC=CC2=CC=CC=C12)[NH3+]